methyl 6-((3,3-difluorocyclobutyl)methoxy)-quinoline-4-carboxylate FC1(CC(C1)COC=1C=C2C(=CC=NC2=CC1)C(=O)OC)F